BrC1=CC=C(C=C1)C=1C(=NC2(N1)CCN(CC2)C)/C=C/C=2OC(=NN2)C=2C=NC1=CC=CC=C1C2 (E)-2-(2-(3-(4-bromophenyl)-8-methyl-1,4,8-triazaspiro[4.5]decan-1,3-dien-2-yl)vinyl)-5-(quinolin-3-yl)-1,3,4-oxadiazole